tert-butyl (R)-3-((4-(2-hydroxy-4-(trifluoromethyl)phenyl)pyrazolo[1,5-d][1,2,4]triazin-7-yl)amino)piperidine-1-carboxylate OC1=C(C=CC(=C1)C(F)(F)F)C=1C=2N(C(=NN1)N[C@H]1CN(CCC1)C(=O)OC(C)(C)C)N=CC2